N=1N(N=CC1)C1=C(C=C(C=C1)NC(=O)C=1C=NN(C1C(F)(F)F)C=1C=2C3=C(C(NC3=CC1)=O)C=CC2)C(F)(F)F N-(4-(2H-1,2,3-triazol-2-yl)-3-(trifluoromethyl)phenyl)-1-(2-oxo-1,2-dihydrobenzo[cd]Indol-6-yl)-5-(trifluoromethyl)-1H-pyrazole-4-carboxamide